O=C1NC(CCC1N1C(N(C2=C1C=CC(=C2)CCCOC(C(=O)O)C)C)=O)=O [3-[1-(2,6-dioxo-3-piperidinyl)-3-methyl-2-oxo-benzimidazol-5-yl]propoxy]propanoic acid